hafnium(IV) oxide [O-2].[Hf+4].[O-2]